BrC1=C(N=C(N1CC(=O)N1CCN(CC1)C(=O)OC(C)(C)C)C(C)C)C1=CC=C(C=C1)F tert-butyl 4-[2-[5-bromo-4-(4-fluorophenyl)-2-isopropyl-imidazol-1-yl]acetyl]piperazine-1-carboxylate